ClC=1C=CC2=C(CC(CC=3N2C(=NN3)C3CCC(CC3)(OC)CC)N)C1 8-chloro-1-(trans-4-ethyl-4-methoxycyclohexyl)-5,6-dihydro-4H-[1,2,4]triazolo[4,3-a][1]benzazepin-5-amine